6-(2-amino-5-(4-((2-(dimethylamino)ethyl)(meth-yl)amino)phenyl)-6-fluoropyridin-3-yl)-3,4-dihydroisoquinolin-1(2H)-one NC1=NC(=C(C=C1C=1C=C2CCNC(C2=CC1)=O)C1=CC=C(C=C1)N(C)CCN(C)C)F